4-[5-(2-aminoethyl)pyrimidin-2-yl]-3-[(4-phenylimidazol-1-yl)methyl]benzonitrile NCCC=1C=NC(=NC1)C1=C(C=C(C#N)C=C1)CN1C=NC(=C1)C1=CC=CC=C1